CNCC1CCCC=2N=C(SC21)C N-methyl-1-(2-methyl-4,5,6,7-tetrahydrobenzo[d]thiazol-7-yl)methanamine